1-(9-(5-bromopyridin-2-yl)-3,9-diazaspiro[5.5]undecan-3-yl)ethan-1-one BrC=1C=CC(=NC1)N1CCC2(CCN(CC2)C(C)=O)CC1